4-((2S,3S,4S,5R)-3-(3,4-difluoro-2-(methoxy-d3)phenyl)-4,5-dimethyl-5-(trifluoromethyl)tetrahydrofuran-2-carboxamido)picolinamide FC=1C(=C(C=CC1F)[C@H]1[C@H](O[C@]([C@H]1C)(C(F)(F)F)C)C(=O)NC1=CC(=NC=C1)C(=O)N)OC([2H])([2H])[2H]